(4aS)-N-(2,6-dioxopiperidin-3-yl)-1,2,3,4,4a,5-hexahydropyrazino[1,2-d]pyrido[2,3-b][1,4]oxazine-8-carboxamide O=C1NC(CCC1NC(=O)C=1C=CC2=C(OC[C@H]3N2CCNC3)N1)=O